FC1=C(C=C(C=C1)F)[C@@H]1N(C[C@H](C1)F)C1=NC=2N(C=C1)N=CC2C(=O)NC2=CC=C(C=C2)C2CCN(CC2)C(CO)=O 5-((2R,4S)-2-(2,5-difluorophenyl)-4-fluoropyrrolidin-1-yl)-N-(4-(1-(2-hydroxyacetyl)piperidine-4-yl)phenyl)pyrazolo[1,5-a]pyrimidine-3-carboxamide